FC1([C@@H](C1)C1=CNC=2N=CN=C(C21)NC2CC[C@H](N(C2)C(C=C)=O)CC)F 1-((2R)-5-((5-((S)-2,2-difluorocyclopropyl)-7H-pyrrolo[2,3-d]pyrimidin-4-yl)amino)-2-ethylpiperidin-1-yl)prop-2-en-1-one